CC1=C(C=C(C=C1)C1=CC=C(C=C1)CCN1CCN(CC1)C)N(C(=S)NC(C1=CC=CC=C1)=O)CCC N-((4-Methyl-4'-(2-(4-methylpiperazin-1-yl)ethyl)-[1,1'-biphenyl]-3-yl)(propyl)carbamothioyl)benzamide